C(C)N1[C@H](C(CCC1)C1=CC=2C(=NC=CC2NC=2C(=CC3=C(N=CS3)C2F)F)S1)C N-[2-[(2S)-1-ethyl-2-methyl-3-piperidinyl]-thieno[2,3-b]pyridin-4-yl]-4,6-difluoro-1,3-benzothiazol-5-amine